C(C)C=1C(=C(C(=C(C1CC)CC)CC)O)C 3,4,5,6-tetraethyl-2-methylphenol